FC1=CC=C2C(=NN(C2=C1)C1=CC(=CC=C1)S(=O)(=O)C)C(C)N1N=C(C=C1)C 1-(1-(6-Fluoro-1-(3-(methylsulfonyl)phenyl)-1H-indazol-3-yl)ethyl)-3-methyl-1H-pyrazole